(2R)-2-(5-Fluoro-2-methoxypyridin-4-yl)-1-[(3S)-3-{[6-methyl-5-([1,2,4]triazolo[1,5-a]pyridin-2-yl)pyridin-2-yl]amino}pyrrolidin-1-yl]propan-1-on FC=1C(=CC(=NC1)OC)[C@H](C(=O)N1C[C@H](CC1)NC1=NC(=C(C=C1)C1=NN2C(C=CC=C2)=N1)C)C